F[C@H]1CN(CC[C@H]1OC)C1=NC=CC(=C1)NC1=NC2=C(C=CC(=C2C=N1)N1[C@@H]([C@H](C1)CS(=O)(=O)C)C)C(C)C N-(2-((3S,4R)-3-fluoro-4-methoxypiperidin-1-yl)pyridin-4-yl)-8-isopropyl-5-((2R,3S)-2-methyl-3-((methylsulfonyl)methyl)azetidin-1-yl)quinazolin-2-amine